C(C)(C)(C)[Si](C)(C)OC=1C(=C2C=NNC2=CC1)OC t-butyl-[(4-methoxy-1H-indazol-5-yl)oxy]-dimethyl-silane